5-(4-chloro-2-fluoro-phenyl)-3-cyclohexyl-2-methyl-7-((2S)-2-(1-methyl-1H-pyrazol-4-yl)-4-morpholinyl)pyrido[4,3-d]pyrimidin-4(3H)-one ClC1=CC(=C(C=C1)C1=NC(=CC=2N=C(N(C(C21)=O)C2CCCCC2)C)N2C[C@@H](OCC2)C=2C=NN(C2)C)F